2-(6-((5-Methyl-2-(1-methyl-1H-imidazol-2-yl)-6-(1-methyl-1H-pyrazol-3-yl)pyrrolo[2,1-f][1,2,4]triazin-4-yl)amino)pyridin-3-yl)propan-2-ol CC=1C(=CN2N=C(N=C(C21)NC2=CC=C(C=N2)C(C)(C)O)C=2N(C=CN2)C)C2=NN(C=C2)C